BrC1=CN(C(C(=N1)NC=1C=CC(=C(C1)NC(C=C)=O)N1[C@H](CN(CC1)C1COC1)C)=O)C N-[5-[(6-bromo-4-methyl-3-oxopyrazin-2-yl)amino]-2-[(2S)-2-methyl-4-(oxetan-3-yl)piperazin-1-yl]phenyl]prop-2-enamide